2-{2-[(S)-benzyloxycarbonylamino(4,4-difluorocyclohexyl)methyl]-4-fluoro-1H-benzimidazol-5-yl}-4,4-difluorobutyric acid C(C1=CC=CC=C1)OC(=O)N[C@H](C1=NC2=C(N1)C=CC(=C2F)C(C(=O)O)CC(F)F)C2CCC(CC2)(F)F